3-bromo-1,1-dimethoxy-propane BrCCC(OC)OC